CS(=O)(=O)OC1=CC(=CC=C1)[N+](=O)[O-].[Na] sodium (3-nitrophenyl) methanesulfonate